ClC1=CC=C(C=C1)C=1C=C(C(N(N1)C=1C=NC=C(C1)F)=O)C(=O)N[C@@H](CO)C 6-(4-chlorophenyl)-2-(5-fluoropyridin-3-yl)-N-[(2R)-1-hydroxypropan-2-yl]-3-oxo-2,3-dihydropyridazine-4-carboxamide